acetic acid cyclobutyl ester C1(CCC1)OC(C)=O